3-((2-benzylpiperidin-1-yl)carbonyl)-1,5,7-trimethyl-1,5-dihydro-4H-pyrrolo[3,2-c]pyridin-4-one C(C1=CC=CC=C1)C1N(CCCC1)C(=O)C1=CN(C2=C1C(N(C=C2C)C)=O)C